diazo-nonen-6-one [N+](=[N-])=C=CCCCC(CCC)=O